COC(=O)C1=NN(C=C1)C1=NC=C(C=C1)C1OCCO1.FC=1C=C2C(=CC=NC2=CC1)NC1=CC=C(C(=O)NC2=CC(=CC=C2)OC2=CC=CC=C2)C=C1 4-((6-fluoroquinolin-4-yl)amino)-N-(3-phenoxyphenyl)benzamide methyl-1-(5-(1,3-dioxolane-2-yl)pyridin-2-yl)-1H-pyrazole-3-carboxylate